2-((5-cyclopropyl-2,3-dihydro-1H-inden-2-yl)amino)pyrimidine-5-carboxylic acid C1(CC1)C=1C=C2CC(CC2=CC1)NC1=NC=C(C=N1)C(=O)O